Butyl 4-benzyl-4,7-diazaspiro[2.5]octane-7-carboxylate C(C1=CC=CC=C1)N1C2(CC2)CN(CC1)C(=O)OCCCC